6-bromo-N'-hydroxy-1-methyl-N-[4-(trifluoromethoxy)phenyl]indazole-3-carboxamidine BrC1=CC=C2C(=NN(C2=C1)C)C(=NO)NC1=CC=C(C=C1)OC(F)(F)F